ClCC(=O)OC(C=C)=O chloroacetylacrylate